benzyl (2S)-5-methylpyrrolidine-2-carboxylate CC1CC[C@H](N1)C(=O)OCC1=CC=CC=C1